3-(2-(naphthalen-1-yl)acetamido)thiophene-2-carboxylic acid C1(=CC=CC2=CC=CC=C12)CC(=O)NC1=C(SC=C1)C(=O)O